C1(CCC1)NC(=O)C1=NN2C(CNCCC2)=C1 N-cyclobutyl-5,6,7,8-tetrahydro-4H-pyrazolo[1,5-a][1,4]diazepine-2-carboxamide